6-methoxy-2-(trifluoromethyl)pyrido[3,4-d]pyrimidine-4-thiol COC1=CC2=C(N=C(N=C2S)C(F)(F)F)C=N1